((2-(6-(5,5-dimethyl-6,7-dihydro-5H-Pyrrolo[2,1-c][1,2,4]triazol-3-yl)pyridin-2-yl)-6-morpholinyl-1-oxo-2,3-dihydro-tert-butyl 1H-pyrrolo[3,4-c]pyridin-4-yl)methyl)(methyl)carbamate CC1(CCC2=NN=C(N21)C2=CC=CC(=N2)N2C(C=1C(=NC(=CC1C2=O)N2CCOCC2)COC(NC)=O)C(C)(C)C)C